C(CCCCCCCCCC(C)C)C(C(=O)O)CCCCC(C)C.C(CCCCCC(C)C)(=O)OCCCCCCCCCCC(C)C iso-tridecyl isononanoate (Isotridecyl Isononanoate)